[Br-].C(C)(C)(C)C=1C=C(C=C(C1)C(C)(C)C)C[N+]12[C@@H](CC(C(C1)C=C)CC2)[C@H](O)C2=CC=NC1=CC=C(C=C21)OC (R)-[(2S)-1-[(3,5-di-t-butylphenyl)methyl]-5-vinyl-quinuclidin-1-ium-2-yl]-(6-methoxy-4-quinolyl)methanol bromide